C(C)N(CCN)CC 2-(diethylamino)ethylamine